4-((2-ethylphenyl)amino)cyclobut-3-ene-1,2-dione C(C)C1=C(C=CC=C1)NC1=CC(C1=O)=O